5-(4-(10-chloroanthracen-9-yl)phenyl)-2,3-diphenylpyrazine ClC1=C2C=CC=CC2=C(C2=CC=CC=C12)C1=CC=C(C=C1)C=1N=C(C(=NC1)C1=CC=CC=C1)C1=CC=CC=C1